C(C)SC=1OC2=C(C=C(C=C2C(C1)=O)C)[C@@H](C)NC1=C(C(=O)OC)C(=CC=C1)F methyl 2-[[(1R)-1-(2-ethylsulfanyl-6-methyl-4-oxo-chromen-8-yl)ethyl]amino]-6-fluoro-benzoate